6-(((1-(1,3-difluoropropan-2-yl)-1H-1,2,3-triazol-4-yl)(2-methyl-1-oxo-1,2-dihydroisoquinolin-5-yl)methyl)amino)-4-(neopentylamino)quinoline-3-carbonitrile FCC(CF)N1N=NC(=C1)C(C1=C2C=CN(C(C2=CC=C1)=O)C)NC=1C=C2C(=C(C=NC2=CC1)C#N)NCC(C)(C)C